(1RS,2RS,4RS)-ethyl bicyclo[2.2.1]hept-5-ene-2-carboxylate [C@H]12[C@@H](C[C@H](C=C1)C2)C(=O)OCC |r|